C(CCCCCCCCCCCCCCCCC)(=O)OCC(O)CO mono-glycerol stearate